C[C@H](CCC(=O)[O-])[C@H]1CC[C@@H]2[C@@]1(CC[C@H]3[C@H]2[C@H](C[C@H]4[C@@]3(CC[C@H](C4)O)C)O)C The molecule is a bile acid anion that is the conjugate base of ursodeoxycholic acid, obtained by deprotonation of the carboxy group; major species at pH 7.3. It has a role as a human metabolite. It is a bile acid anion and a cholanic acid anion. It is a conjugate base of an ursodeoxycholic acid.